ClC=1C(=NC=CC1C1=C(C(=CC=C1)NC1=C(C(=CC=C1)CN1CC(C1)O)F)Cl)C1=CC(=C(CN(C(OC(C)(C)C)=O)C[C@H]2NC(CC2)=O)C=C1)OC tert-Butyl (S)-(4-(3-chloro-4-(2-chloro-3-((2-fluoro-3-((3-hydroxyazetidin-1-yl)methyl)phenyl)amino)phenyl)pyridin-2-yl)-2-methoxybenzyl)((5-oxopyrrolidin-2-yl)methyl)carbamate